C1(CC1)OC1=NC=NC(=C1C1=CNC2=NC(=CC=C21)NC(=O)NCC(CN(C)C)F)OC 1-[3-(4-cyclopropoxy-6-methoxypyrimidin-5-yl)-1H-pyrrolo[2,3-b]pyridin-6-yl]-3-[3-(dimethylamino)-2-fluoropropyl]urea